C[C@@H]1NC[C@H](N(C1)C(C)C=1C=C2N=CC(=NC2=CC1)C(F)(F)F)C (2S,5R)-2,5-dimethyl-4-(1-(2-(trifluoromethyl)quinoxalin-6-yl)ethyl)piperazine